7-fluoro-1,3-dihydroisobenzofuran FC=1C=CC=C2COCC12